(8-Ethoxy-8-oxo-octyl)sulfonylsodium C(C)OC(CCCCCCCS(=O)(=O)[Na])=O